ethyl (2-isopropyl-5-methylcyclohexane-1-carbonyl)glycinate C(C)(C)C1C(CC(CC1)C)C(=O)NCC(=O)OCC